C1(CC1)C1=NNC2=NC(=CC=C21)C 3-cyclopropyl-6-methyl-1H-pyrazolo[3,4-b]pyridine